N-[(E)-[3-(2-methoxyethoxy)phenyl]methyleneamino]-N-methyl-1,1-dioxo-1,2-benzothiazol-3-amine COCCOC=1C=C(C=CC1)\C=N\N(C1=NS(C2=C1C=CC=C2)(=O)=O)C